FC1(CC(C1)N1N=C(C=CC1=O)C=1C=NNC1)F 4-(1-(3,3-difluorocyclobutyl)-6-oxo-1,6-dihydropyridazin-3-yl)-1H-pyrazole